C(#N)[C@H](C[C@H]1C(NCC1)=O)NC(=O)C1CC2(CC2)CCN1C([C@H](C(C)(C)C)NC(C(F)(F)F)=O)=O N-((S)-1-Cyano-2-((S)-2-oxopyrrolidin-3-yl)ethyl)-6-((S)-3,3-dimethyl-2-(2,2,2-trifluoroacetamido)butanoyl)-6-azaspiro[2.5]octane-5-carboxamide